Trimethylsiloxycinnamic acid C[Si](OC(C(=O)O)=CC1=CC=CC=C1)(C)C